C(C)C1=CC=C(C=C1)N(C(=S)NC=1C=C2C(=CC(=NC2=CC1)N1CCN(CC1)CC)C)CCC 1-(4-ethyl-phenyl)-3-[2-(4-ethyl-piperazin-1-yl)-4-methyl-quinolin-6-yl]-1-propyl-thiourea